1-naphthyldiphenylsulphonium triflate [O-]S(=O)(=O)C(F)(F)F.C1(=CC=CC2=CC=CC=C12)[S+](C1=CC=CC=C1)C1=CC=CC=C1